Racemic-3-[3-(1,4-dioxaspiro[4.5]decan-8-yl)-N-methyl-anilino]piperidine-2,6-dione O1CCOC12CCC(CC2)C=2C=C(N(C)[C@H]1C(NC(CC1)=O)=O)C=CC2 |r|